(S)-2-((R)-2-hydroxybutanamido)-4-methyl-N-((S)-3-oxo-1-((S)-2-oxopyrrolidin-3-yl)-4-(trifluoromethoxy)butan-2-yl)pentanamide O[C@@H](C(=O)N[C@H](C(=O)N[C@@H](C[C@H]1C(NCC1)=O)C(COC(F)(F)F)=O)CC(C)C)CC